BrC1=NC(=C(C=C1C)OCC1CC1)Cl 2-bromo-6-chloro-5-(cyclopropylmethoxy)-3-methylpyridine